C(=CC)N1C[C@@H](CCC1)COC=1C(=NC=NC1N)C=1C(=C(C=C(C1)F)NC(C1=C(C=C(C=C1)C1CC1)F)=O)C (R)-N-(3-(5-((1-propenylpiperidin-3-yl)methoxy)-6-aminopyrimidin-4-yl)-5-fluoro-2-methylphenyl)-4-cyclopropyl-2-fluorobenzamide